[Cl-].CC(C#CO)C methylbutynol chloride